potassium sulfate dichromate [Cr](=O)(=O)([O-])O[Cr](=O)(=O)O.S(=O)(=O)(O)O.[K+]